4-((2-hydroxy-2-methylpropyl)(4-(5,6,7,8-tetrahydro-1,8-naphthyridin-2-yl)butyl)amino)-2-(pyrimidin-4-ylamino)butyric acid OC(CN(CCC(C(=O)O)NC1=NC=NC=C1)CCCCC1=NC=2NCCCC2C=C1)(C)C